3-((1-(5-amino-2-methylpentyl)-7-(dimethylcarbamoyl)-1H-benzo[d]imidazol-2-yl)carbamoyl)benzoic acid NCCCC(CN1C(=NC2=C1C(=CC=C2)C(N(C)C)=O)NC(=O)C=2C=C(C(=O)O)C=CC2)C